O[C@@]1(C(N(CC1)C)=O)C1=CC(=NO1)C=1C=C(C=CC1)C1=NC(=C2N1CCN(C2)C(C)C)C(=O)OCC (R)-ethyl 3-(3-(5-(3-hydroxy-1-methyl-2-oxopyrrolidin-3-yl) isoxazol-3-yl) phenyl)-7-isopropyl-5,6,7,8-tetrahydroimidazo[1,5-a]pyrazine-1-carboxylate